BrC1=CC=C(C=C1)C1CN(CC1=O)C(=O)OC(C)(C)C tert-butyl 3-(4-bromophenyl)-4-oxopyrrolidine-1-carboxylate